C1(=CC=C(C=C1)ON=C(C(=O)OCC)C#N)C ethyl α-(4-tolyloxy)imino-α-cyanoacetate